CN1N=C2C=CC=C(C2=C1)C1=NN(C2=C(C=CC=C12)C)C=1C=CC(=NC1)N1CC2(CN(C2)C(=O)OC(C)(C)C)C1 tert-butyl 6-(5-{2',7-di-methyl-1H,2'H-[3,4'-biindazol]-1-yl}pyridin-2-yl)-2,6-diazaspiro[3.3]heptane-2-carboxylate